Cl\C=C/C(=O)N1[C@@H](CN(CC1)S(=O)(=O)C)C=1C=C(C#N)C=C(C1)C1=NC=C(C=N1)F (R,Z)-3-(1-(3-chloroacryloyl)-4-(methylsulfonyl)piperazin-2-yl)-5-(5-fluoropyrimidin-2-yl)benzonitrile